Cl.C(#N)C[C@@H]1N(C[C@H](NC1)C)C(=O)OCC1=CC=CC=C1 benzyl (2S,5R)-2-(cyanomethyl)-5-methylpiperazine-1-carboxylate hydrochloride